COC1=C(C(=CC=C1)OC)S(=O)(=O)NC1=NOC2=C1C(=CC(=C2)C=2N=C(SC2)N2CCN(CC2)C(C#C)=O)OC 2,6-dimethoxy-N-(4-methoxy-6-(2-(4-propioloylpiperazin-1-yl)thiazol-4-yl)benzo[d]isoxazol-3-yl)benzenesulfonamide